1-ethyl-3-methyl-pyridinium chloride [Cl-].C(C)[N+]1=CC(=CC=C1)C